FC1=C(N(C=2CCCCC12)F)C(=O)NC difluoro-N-methyl-4,5,6,7-tetrahydro-1H-indole-2-carboxamide